ClC1=NC(=C2N=CN(C2=N1)C1OCCCC1)Cl 2,6-dichloro-9-(tetrahydro-2H-pyran-2-yl)-9H-purine